C(C)OC(C)=O.C(C)CC(=O)[O-].C(C)CC(=O)[O-].C(C)(=O)[O-].C(C)[Al+3] ethylaluminum mono(acetate) bis(ethyl-acetate) ethylacetate